4,4'-dichloro-8'-fluoro-8'-methyl-2'-(methylsulfanyl)-2,3,5',8'-tetrahydro-6'H-spiro[indene-1,7'-quinazoline] ClC1=C2CCC3(CCC=4C(=NC(=NC4C3(C)F)SC)Cl)C2=CC=C1